FC(N1N=C(C(=C1)C1=NC(=CC=C1C(C)O)N1C=NC2=C1C=CC(=C2)NC=2N=NC(=CC2)C)C)F 1-[2-[1-(difluoromethyl)-3-methyl-pyrazol-4-yl]-6-[5-[(6-methylpyridazin-3-yl)amino]benzimidazol-1-yl]-3-pyridinyl]ethanol